C(C)(C)(C)OC(=O)N1C[C@@H]2C([C@@H]2C1)N.C(CCC)C1(OCC2=CC=CC=C12)C 3-butyl-3-methyl-isobenzofuran tert-butyl-(1R,5s,6s)-6-amino-3-azabicyclo[3.1.0]hexane-3-carboxylate